C(\C=C\C(=O)[O-])(=O)OC1C(CCC1)O 2-hydroxycyclopentyl (2E)-but-2-enedioate